monobutyl phosphate dipotassium salt [K+].[K+].P(=O)(OCCCC)([O-])[O-]